2-(3-hydroxybenzyl)-6-(1H-pyrazol-4-yl)isoquinolin-1(2H)-one OC=1C=C(CN2C(C3=CC=C(C=C3C=C2)C=2C=NNC2)=O)C=CC1